OCC1CCN(CC1)C1=CC=C(C=N1)NC1C(NC(CC1)=O)=O 3-({6-[4-(hydroxymethyl)piperidin-1-yl]pyridin-3-yl}amino)piperidine-2,6-dione